CN(C1=CC=C(C=C1)C)C1=C(C(=O)O)C=CC=C1 (methyl-(p-tolyl)amino)benzoic acid